5-(2-(aminomethyl)-4-(trifluoromethyl)phenoxy)benzo[c][1,2]oxaborol-1(3H)-ol NCC1=C(OC2=CC3=C(B(OC3)O)C=C2)C=CC(=C1)C(F)(F)F